CC(CC(=O)O)[C@@H](C)[C@H]1CC[C@H]2[C@@H]3CCC4CCCC[C@]4(C)[C@H]3CC[C@]12C 22-methyl-cholanic acid